[K+].FC(C(C(C(C(C(C(C(F)(F)F)(F)F)(F)F)(F)F)(F)F)(F)F)(F)F)(S(=O)(=O)[O-])F perfluorooctanesulfonic acid potassium salt